C(CCCCCCC)(=O)O.C(C(O)CC(=O)O)(=O)O malic acid octanoate